2-(7-methyl-4-oxo-benzo[d][1,2,3]triazin-3(4H)-yl)acetic acid CC=1C=CC2=C(N=NN(C2=O)CC(=O)O)C1